O1CCN(CC1)CCC[Si](C1=CC=C(C=C)C=C1)(C)C 4-[(3-morpholinopropyl)dimethylsilyl]styrene